C(C)(C)(C)OC(=O)N1C([C@@]2(C3=CC(=CC=C13)OC)[C@@H](C2)C2=CC=C1C(=NN(C1=C2)C(=O)OC(C)(C)C)NC2=C(C=C(C=C2)S(=O)(=O)C)OCC)=O.NC2=NC(=C1NC=NC1=N2)N 2,6-diaminopurine Tert-butyl-(1R,2S)-2-[1-(tert-butoxycarbonyl)-3-[(2-ethoxy-4-methanesulfonylphenyl)amino]indazol-6-yl]-5'-methoxy-2'-oxospiro[cyclopropane-1,3'-indole]-1'-carboxylate